2-[(2-phenylethylthio)thio]propionic acid C1(=CC=CC=C1)CCSSC(C(=O)O)C